ClC1=CC=2C3=C(N(C2C=C1)C(=O)OC(C)(C)C)CN(C3)CC(=O)NC3=NC(=C(C=C3)Cl)C(F)(F)F tert-Butyl 7-chloro-2-(2-((5-chloro-6-(trifluoromethyl)pyridin-2-yl)amino)-2-oxoethyl)-2,3-dihydropyrrolo[3,4-b]indole-4(1H)-carboxylate